CC=1C(=C(C=C(C1)C(F)(F)F)O)C1=CC=C2C(=N1)N=C(O2)N[C@H]2CN(CCC2)C 3-Methyl-2-[2-[[(3R)-1-methyl-3-piperidyl]amino]oxazolo[4,5-b]pyridin-5-yl]-5-(trifluoromethyl)phenol